4-chloro-3',4'-dihydroxybenzophenone ClC1=CC=C(C(=O)C2=CC(=C(C=C2)O)O)C=C1